CC(C(=O)ONC(=O)C=1C=NC(=C(C1)F)Cl)(C)C [(6-chloro-5-fluoro-pyridine-3-carbonyl) amino] 2,2-dimethylpropanoate